ClC=1C=2N(C=CC1)N=C(C2)[C@@H]2N(CCC1=C2N=CN1)C(=O)C1=C(N=C(O1)[C@@H](C)O)C ((R)-4-(4-chloropyrazolo[1,5-a]pyridin-2-yl)-6,7-dihydro-1H-imidazo[4,5-c]pyridin-5(4H)-yl)(2-((R)-1-hydroxyethyl)-4-methyloxazol-5-yl)methanone